FC1=CC=C(C=C1)C1=NN(C=C1C1=C2C(=NC=C1)CN(C2=O)C)COCC[Si](C)(C)C 4-(3-(4-fluorophenyl)-1-((2-(trimethylsilyl)ethoxy)methyl)-1H-pyrazol-4-yl)-6-methyl-6,7-dihydro-5H-pyrrolo[3,4-b]pyridin-5-one